tert-butyl 4-(((1-(6-(2-hydroxyphenyl)pyridazin-4-yl)-4-phenylpiperidin-4-yl)methyl)amino)piperidine-1-carboxylate tert-Butyl-4-oxopiperidine-1-carboxylate C(C)(C)(C)OC(=O)N1CCC(CC1)=O.OC1=C(C=CC=C1)C1=CC(=CN=N1)N1CCC(CC1)(C1=CC=CC=C1)CNC1CCN(CC1)C(=O)OC(C)(C)C